(S)-N-(3-aminobutyl)-2-(4-(methylcarbamoyl)phenyl)benzo[d]imidazo[2,1-b]thiazole-7-carboxamide N[C@H](CCNC(=O)C1=CC2=C(N3C(S2)=NC(=C3)C3=CC=C(C=C3)C(NC)=O)C=C1)C